2-(2-aminoethyl)-benzimidazole NCCC=1NC2=C(N1)C=CC=C2